6-chloro-1,2,3,4-tetrahydronaphthalen ClC=1C=C2CCCCC2=CC1